[4-(2-chloropropanoylamino)-3,5-dimethyl-phenyl] 2-chloropropanoate ClC(C(=O)OC1=CC(=C(C(=C1)C)NC(C(C)Cl)=O)C)C